5-{2-amino-[1,2,4]triazolo[1,5-a]pyridin-7-yl}-N-{[2-(cyclopentyloxy)-5-fluorophenyl]methyl}-2-methoxypyridine-3-carboxamide NC1=NN2C(C=C(C=C2)C=2C=C(C(=NC2)OC)C(=O)NCC2=C(C=CC(=C2)F)OC2CCCC2)=N1